2-(6-(4-(1-(4-cyanocyclohexyl)-3,3-dimethyl-2,3-dihydro-1H-pyrrolo[3,2-b]pyridine-5-carbonyl)-3,3-dimethylpiperazin-1-yl)pyridin-3-yl)acetic acid C(#N)C1CCC(CC1)N1CC(C2=NC(=CC=C21)C(=O)N2C(CN(CC2)C2=CC=C(C=N2)CC(=O)O)(C)C)(C)C